2-allyl-6-((5-(4-hydroxybutyl)-6-(4-(4-methylpiperazin-1-yl)piperidin-1-yl)pyridine-3-yl)amino)-1-(6-(2-hydroxypropan-2-yl)-4-(methoxymethoxy)pyridin-2-yl)-1,2-dihydro-3H-pyrazole C(C=C)N1N(C=CC1)C=1NC(C=C(C1)OCOC)(C(C)(C)O)NC=1C=NC(=C(C1)CCCCO)N1CCC(CC1)N1CCN(CC1)C